6-chloro-4,4-difluoro-3,3-dimethyl-1-(4-methylbenzimidazol-1-yl)isoquinoline ClC=1C=C2C(C(N=C(C2=CC1)N1C=NC2=C1C=CC=C2C)(C)C)(F)F